tert-butyl (S)-3-(methyl (4-methylquinolin-3-yl)amino)pyrrolidine-1-carboxylate CN([C@@H]1CN(CC1)C(=O)OC(C)(C)C)C=1C=NC2=CC=CC=C2C1C